(S)-6-chloro-2-(5-(2,2-difluoro-1-methoxyethyl)-4H-1,2,4-triazol-3-yl)-7-fluoro-3-(1H-imidazol-1-yl)-5-methoxy-1-methyl-1H-indole ClC1=C(C=C2C(=C(N(C2=C1F)C)C1=NN=C(N1)[C@@H](C(F)F)OC)N1C=NC=C1)OC